(2R,3R,11bR)-3-(2,2-dimethylpropyl)-9-[(2R)-2-hydroxybutoxy]-10-methoxy-1H,2H,3H,4H,6H,7H,11bH-pyrido[2,1-a]isoquinolin-2-ol CC(C[C@H]1[C@@H](C[C@H]2N(CCC3=CC(=C(C=C23)OC)OC[C@@H](CC)O)C1)O)(C)C